4-((2-isopropyl-4-(2',3',4',5'-tetrahydro-[1,1'-biphenyl]-4-yl)-1H-benzo[d]imidazol-1-yl)methyl)benzoic acid C(C)(C)C1=NC2=C(N1CC1=CC=C(C(=O)O)C=C1)C=CC=C2C2=CC=C(C=C2)C=2CCCCC2